1,3-bis{3-[(2-ethylhexan-1-yl)oxy]propyl}imidazolium C(C)C(COCCCN1C=[N+](C=C1)CCCOCC(CCCC)CC)CCCC